2,3,4,6-tetrakis(3-(tert-butyl)-9H-carbazol-9-yl)-5-(2,6-dimethylpyridin-3-yl)benzonitrile C(C)(C)(C)C=1C=CC=2N(C3=CC=CC=C3C2C1)C1=C(C#N)C(=C(C(=C1N1C2=CC=CC=C2C=2C=C(C=CC12)C(C)(C)C)N1C2=CC=CC=C2C=2C=C(C=CC12)C(C)(C)C)C=1C(=NC(=CC1)C)C)N1C2=CC=CC=C2C=2C=C(C=CC12)C(C)(C)C